(R)-1-(4'-tert-butylphenyl)ethanol C(C)(C)(C)C1=CC=C(C=C1)[C@@H](C)O